CCCCC(CC)COC(=O)/C=C/C1=CC=C(C=C1)OC octyl p-methoxycinnamate